O=C1NC(CCC1N1C(C2=CC=C(C=C2C1=O)N1CCC(CC1)CN1CCN(CC1)C[C@@H]1CN(CC1)C(=O)OC(C)(C)C)=O)=O tert-butyl (3R)-3-[[4-[[1-[2-(2,6-dioxo-3-piperidyl)-1,3-dioxo-isoindolin-5-yl]-4-piperidyl]methyl]piperazin-1-yl]methyl]pyrrolidine-1-carboxylate